COC(N[C@H](C(=O)NC=1C(N(C=CC1)CC1=NC2=C(N1)C(=C(C(=C2)F)F)CC(C)C)=O)CC\C=C\C(=O)N(C)C)=O Methyl-(S,E)-(1-((1-((5,6-difluoro-7-isobutyl-1H-benzo[d]imidazol-2-yl)methyl)-2-oxo-1,2-dihydropyridin-3-yl)amino)-7-(dimethylamino)-1,7-dioxohept-5-en-2-yl)carbamat